tris[4-(1-methylethyl)phenyl]-sulfonium CC(C)C1=CC=C(C=C1)[S+](C1=CC=C(C=C1)C(C)C)C1=CC=C(C=C1)C(C)C